methyl N-[4-methyl-5-({4-[(2S)-2-({8-[3-(4-methylpiperazin-1-yl)phenyl]quinazolin-4-yl} amino)propyl]piperazin-1-yl} sulfonyl)-1,3-thiazol-2-yl]carbamate CC=1N=C(SC1S(=O)(=O)N1CCN(CC1)C[C@H](C)NC1=NC=NC2=C(C=CC=C12)C1=CC(=CC=C1)N1CCN(CC1)C)NC(OC)=O